C[C@@H]1N(CCOC1)C[C@H]1N(C[C@@H](C1)OC1=CC=C(C=C1)C(F)(F)F)C1=CC=C(C(=O)O)C=C1 4-((2S,4R)-2-(((S)-3-methylmorpholinyl)methyl)-4-(4-(trifluoromethyl)phenoxy)pyrrolidin-1-yl)benzoic acid